5-naphthyl-1,3-diisopropenylbenzene C1(=CC=CC2=CC=CC=C12)C=1C=C(C=C(C1)C(=C)C)C(=C)C